rac-(4S)-4-formyl-2,2-dimethyl-oxazolidine-3-carboxylic acid tert-butyl ester C(C)(C)(C)OC(=O)N1C(OC[C@H]1C=O)(C)C |r|